5-(fluoro(2-fluoro-4-(trifluoromethoxy)phenyl)methyl)-7-methyl-[1,2,4]triazolo[1,5-a]pyridine FC(C1=CC(=CC=2N1N=CN2)C)C2=C(C=C(C=C2)OC(F)(F)F)F